(((S)-1-((S)-1-(4-fluorophenyl)-1,2,3,4-tetrahydroisoquinoline-2-carbonyl)pyrrolidin-3-yl)methyl)carbamate FC1=CC=C(C=C1)[C@@H]1N(CCC2=CC=CC=C12)C(=O)N1C[C@@H](CC1)CNC([O-])=O